C(CO)C(=O)O The molecule is a 3-hydroxy monocarboxylic acid that is propionic acid in which one of the hydrogens attached to the terminal carbon is replaced by a hydroxy group. It has a role as an Escherichia coli metabolite and a human metabolite. It is a 3-hydroxy monocarboxylic acid and an omega-hydroxy fatty acid. It derives from a propionic acid. It is a conjugate acid of a 3-hydroxypropionate.